1-(1-(3-(4-hydroxyphenyl)isoquinolin-8-yl)-3-(tetrahydro-2H-pyran-4-yl)-5,6-dihydroimidazo[1,5-a]pyrazin-7(8H)-yl)ethan-1-one OC1=CC=C(C=C1)C=1N=CC2=C(C=CC=C2C1)C=1N=C(N2C1CN(CC2)C(C)=O)C2CCOCC2